COC(NCC1CN(C2=CC=CN=C2C1)C1=CC=C(C=C1)C(F)(F)F)=O Methyl-((1-(4-(trifluoromethyl)phenyl)-1,2,3,4-tetrahydro-1,5-naphthyridin-3-yl)methyl)carbamate